NC(C=CC(C)O)C 5-aminohex-3-en-2-ol